C(C=C)(=O)OCCC[Si](OC)(OC)OC 3-(acryloyloxy)propyl-trimethoxysilane